C(C)(C)(C)OC(=O)N1CCN(CC1)C1=CC(=C(C=C1)N(C(=O)N)CCC(=O)OCC)C 4-(4-(1-(3-ethoxy-3-oxopropyl)ureido)-3-methylphenyl)piperazine-1-carboxylic acid tert-butyl ester